N-(3-acetylpyridin-4-yl)-2-(4-((2-methylquinolin-4-yl)amino)phenyl)acetamide C(C)(=O)C=1C=NC=CC1NC(CC1=CC=C(C=C1)NC1=CC(=NC2=CC=CC=C12)C)=O